F\C=C(\CNC(OC(C)(C)C)=O)/COC=1C=C2CCN(C(C2=CC1)=O)CC(=O)NCC(C)C Tert-butyl N-[(Z)-3-fluoro-2-[[2-[2-(isobutylamino)-2-oxo-ethyl]-1-oxo-3,4-dihydroisoquinoline-6-yl]oxymethyl]allyl]carbamate